dodecyldiisopropyl(3-trimethoxysilylpropyl)ammonium chloride [Cl-].C(CCCCCCCCCCC)[N+](CCC[Si](OC)(OC)OC)(C(C)C)C(C)C